bis(2-amino-2-oxoethyl)trithiocarbonate NC(CSC(SCC(=O)N)=S)=O